FC(OC=1C=C(C=CC1)N1C(C2(C3=CC(=CC=C13)C=C)CC2)=O)F 1'-(3-(difluoromethoxy)phenyl)-5'-vinylspiro[cyclopropane-1,3'-indolin]-2'-one